C(C)(C)(C)OC(=O)N(CCO)CCO tert-butoxycarbonyl-diethanolamine